2-[1-[4-[4-(3-fluorophenoxy)pyrimidin-2-yl]-2,6-difluoro-phenyl]-4-piperidinyl]acetic acid FC=1C=C(OC2=NC(=NC=C2)C2=CC(=C(C(=C2)F)N2CCC(CC2)CC(=O)O)F)C=CC1